C(C)(=O)C=1C=C(C=C2C(C(=C(OC12)C1=NC(=CC=C1)C(F)F)C)=O)C 8-acetyl-2-[6-(difluoromethyl)-2-pyridinyl]-3,6-dimethyl-chromen-4-one